triethanol distearate C(CCCCCCCCCCCCCCCCC)(=O)O.C(CCCCCCCCCCCCCCCCC)(=O)O.C(C)O.C(C)O.C(C)O